(4-phenoxyphenyl)(mesityl)iodonium trifluoromethanesulfonate FC(S(=O)(=O)[O-])(F)F.O(C1=CC=CC=C1)C1=CC=C(C=C1)[I+]C1=C(C=C(C=C1C)C)C